BrC1=CC2=C(N(C=N2)C)C=C1OC 5-bromo-6-methoxy-1-methyl-1H-benzo[d]imidazole